(S)-4-[4-(2-amino-6-methyl-pyrimidin-4-yl)-1,4-oxazepan-3-yl]-3-chloro-N,N-dimethyl-benzamide NC1=NC(=CC(=N1)N1[C@H](COCCC1)C1=C(C=C(C(=O)N(C)C)C=C1)Cl)C